Cl.C(CC)=O 1-propanone hydrochloride